COC(=O)[C@]1(N[C@H]([C@]([C@@H]1C1=CC=C(C=C1)OCC)([N+](=O)[O-])C)C=1SC=CC1)C (2S,3R,4S,5R)-3-(4-ethoxyphenyl)-2,4-dimethyl-4-nitro-5-(thiophen-2-yl)pyrrolidine-2-carboxylic acid methyl ester